diisopropylcarbodiimide hydrochloride Cl.C(C)(C)N=C=NC(C)C